CC1=CC=C(C2=C1C=C(O2)C2=NC(=NO2)C2=CC(=C(C(=O)OCC)C=C2)F)C Ethyl 4-(5-(4,7-dimethylbenzofuran-2-yl)-1,2,4-oxadiazol-3-yl)-2-fluorobenzoate